15-(((3,4-bis(trifluoromethyl)phenyl)carbamoyl)oxy)pentadecanoic acid FC(C=1C=C(C=CC1C(F)(F)F)NC(=O)OCCCCCCCCCCCCCCC(=O)O)(F)F